ClC=1C=C(C=CC1F)NC1=NC=NC2=CC(=C(C=C12)OC1CNCCC1)OC 4-[(3-chloro-4-fluorophenyl)amino]-6-(piperidin-3-yloxy)-7-methoxy-quinazoline